4-chloro-3-fluoro-2-iodo-naphthalene-1-carbonitrile ClC1=C(C(=C(C2=CC=CC=C12)C#N)I)F